CC=1OC2=C(C1C1=C(C(C(C1(F)F)(F)F)(F)F)C1=C(OC3=C1C=CC=C3)C)C=CC=C2 1,2-bis(2-methylbenzofuran-3-yl)hexafluorocyclopentene